FC=1C=C(C=C(C1)F)C(CC(=O)NC1(CC1)C1=CC(=CC=C1)OCC(F)(F)F)C 3-(3,5-difluorophenyl)-N-(1-(3-(2,2,2-trifluoroethoxy)phenyl)cyclopropyl)butanamide